(2S,4R)-4-[(methylsulfonyl)oxy]-1,2-pyrrolidinedicarboxylic acid 1-tert-butyl ester C(C)(C)(C)OC(=O)N1[C@@H](C[C@H](C1)OS(=O)(=O)C)C(=O)O